C(#N)C1=C(C=C(C=C1)N1C(N(C(C1=O)(C)C)C1=CC(=C(C(=O)NCCCCCCNC(=O)C2=CC=C(C=N2)N2CCN(CC2)C(=O)OC(C)(C)C)C=C1)F)=S)C(F)(F)F tert-butyl 4-(6-((6-(4-(3-(4-Cyano-3-(trifluoromethyl)phenyl)-5,5-dimethyl-4-oxo-2-thioxoimidazolidin-1-yl)-2-fluorobenzamido)hexyl)carbamoyl)pyridin-3-yl)piperazine-1-carboxylate